(4-(3-amino-4-(4-aminophenyl)-1-ethyl-1H-indazol-6-yl)piperidin-1-yl)-2-methylpropan-1-one NC1=NN(C2=CC(=CC(=C12)C1=CC=C(C=C1)N)C1CCN(CC1)C(C(C)C)=O)CC